C(C)C1=C(C=CC(=C1F)F)[C@@H]1CO[C@@]([C@H]1C)(C(F)(F)F)C (2S,3R,4S,5S)-3-(2-ethyl-3,4-difluoro-phenyl)-4,5-dimethyl-5-(trifluoromethyl)tetrahydrofuran